ClC1=C(CN2C3=C(SCC2)C=CC(=C3)C(CC=C)NC(=O)NC3=CC=C2C=CNC2=C3)C(=CC=C1)F 1-(1-(4-(2-chloro-6-fluorobenzyl)-3,4-dihydro-2H-benzo[b][1,4]thiazin-6-yl)but-3-en-1-yl)-3-(1H-indol-6-yl)urea